FC(C=1C=C(N=NC1)C#N)(F)F 5-(trifluoromethyl)pyridazine-3-carbonitrile